CN1CCN(CC1)CCNC1=NC(=NC2=CC=CC=C12)OCCC1=CC(=CC=C1)C(F)(F)F N-(2-(4-methylpiperazin-1-yl)ethyl)-2-(3-(trifluoromethyl)phenethoxy)quinazolin-4-amine